4,4'-hexamethylenebisphenol C1(=CC=C(C=C1)CCCCCCC1=CC=C(C=C1)O)O